NC=1N=C(SC1C(=O)C=1C=NC(=CC1)C(F)(F)F)N(C1=CC=C(C=C1)F)C(C(=O)N)C 2-(N-[4-amino-5-[6-(trifluoromethyl)pyridine-3-carbonyl]thiazol-2-yl]-4-fluoro-anilino)propanamide